1-(4-(4-amino-2-(2-methoxyethyl)-1H-imidazo[4,5-c]quinolin-1-yl)butyl)-1-(tetrahydro-2H-pyran-4-yl)urea NC1=NC=2C=CC=CC2C2=C1N=C(N2CCCCN(C(=O)N)C2CCOCC2)CCOC